(3aR,6aS)-5-(5-fluoro-4-(2-hydroxypropan-2-yl)pyrimidin-2-yl)hexahydropyrrolo[3,4-c]pyrrole FC=1C(=NC(=NC1)N1C[C@H]2[C@@H](C1)CNC2)C(C)(C)O